NC(C(O)C=1C=CC2=C(C(=CO2)F)C1)C 2-amino-1-(3-fluorobenzofuran-5-yl)propan-1-ol